(S)-4-((tert-Butyldimethylsilyl)oxy)pyrrolidin-2-one [Si](C)(C)(C(C)(C)C)O[C@H]1CC(NC1)=O